2-bromo-3-(3-chloro-5-fluoro-phenoxy)-6-(difluoromethylsulfonyl)benzamide BrC1=C(C(=O)N)C(=CC=C1OC1=CC(=CC(=C1)F)Cl)S(=O)(=O)C(F)F